N1(N=CC=C1)C=1C=C(CN(C=2C=C(CN3CC(NCC3)=O)C=CC2)CC2=CC(=CC=C2)OC)C=CC1 4-(3-((3-(1H-pyrazol-1-yl)benzyl)(3-methoxybenzyl)amino)benzyl)piperazin-2-one